6-[3-[cyclobutyl-(4-methyl-1,2,4-triazol-3-yl)methyl]phenyl]-2-[[(3S)-3-methyl-1-piperidinyl]methyl]-1-(p-tolylsulfonyl)-4-(trifluoromethyl)pyrrolo[2,3-c]pyridin-7-one C1(CCC1)C(C=1C=C(C=CC1)N1C(C2=C(C(=C1)C(F)(F)F)C=C(N2S(=O)(=O)C2=CC=C(C=C2)C)CN2C[C@H](CCC2)C)=O)C2=NN=CN2C